[1-(tert-butoxycarbonyl)-1H-pyrrol-2-yl]boronic acid C(C)(C)(C)OC(=O)N1C(=CC=C1)B(O)O